S(=O)(=O)(ON1[C@@H]2CC[C@H](N(C1=O)C2)C(N)=N)[O-].[Na+] Sodium (2S,5R)-2-carbamimidoyl-7-oxo-1,6-diazabicyclo[3.2.1]octan-6-yl sulfate